O=C1NC(CCC1NC1=CC(=C(C=C1)N1CCC(CC1)CN1CCC2(CC(C2)NC(OC(C)(C)C)=O)CC1)F)=O tert-butyl (7-((1-(4-((2,6-dioxopiperidin-3-yl)amino)-2-fluorophenyl)piperidin-4-yl)methyl)-7-azaspiro[3.5]nonan-2-yl)carbamate